2-fluoro-4-(hydroxymethyl-d2)-6-methoxybenzonitrile FC1=C(C#N)C(=CC(=C1)C([2H])([2H])O)OC